N-(1-carbamoylcyclopropyl)-5-((2-hydroxypyridin-3-yl)methoxy)-2-methylbenzofuran-3-carboxamide C(N)(=O)C1(CC1)NC(=O)C1=C(OC2=C1C=C(C=C2)OCC=2C(=NC=CC2)O)C